2-(1-((6'-(2H-tetrazol-5-yl)-[1,1':3',1''-terphenyl]-4-yl)methyl)-2-butyl-1H-imidazol-5-yl)-5-methyl-1,3,4-oxadiazole N=1NN=NC1C1=CC=C(C=C1C1=CC=C(C=C1)CN1C(=NC=C1C=1OC(=NN1)C)CCCC)C1=CC=CC=C1